4-hydroxy-butan-1-one OCCCC=O